N-(5-methoxy-6-(2-pyridyl-methoxy)pyridazin-3-yl)-5-(methoxymethyl)isoxazole-3-carboxylic acid hydrazide COC=1C=C(N=NC1OCC1=NC=CC=C1)N(N)C(=O)C1=NOC(=C1)COC